ClC=1C=C(C=CC1)N1C(N(C(C1)C#N)C1=CN=CC2=CC=C(C=C12)C(=O)NCCOC)=O 4-(3-(3-chlorophenyl)-5-cyano-2-oxoimidazolin-1-yl)-N-(2-methoxyethyl)isoquinoline-6-carboxamide